C1(=CC=C(C=C1)N(C=1C=CC2=C(OC=3C2=CC=2OC4=C(C2C3)C=C3C(=C4)C4=C(O3)C=C(C=C4)N(C4=CC(=CC=C4)C(C)(C)C)C4=CC=C(C=C4)C4=CC=CC=C4)C1)C1=CC(=CC=C1)C(C)(C)C)C1=CC=CC=C1 N,N'-bis(biphenyl-4-yl)-N,N'-bis(3-tert-butylphenyl)benzo[2,3][1]benzofuro[5,6-B][1]benzofuro[2,3-f][1]benzofuran-3,10-diamine